(4-((4,4-dimethylpiperidin-1-yl)methyl)-3-fluorophenyl)-2-oxo-1,4,9-triazaspiro[5.5]undecane-9-carboxylic acid tert-butyl ester C(C)(C)(C)OC(=O)N1CCC2(CNCC(N2C2=CC(=C(C=C2)CN2CCC(CC2)(C)C)F)=O)CC1